CC1=CC=C(CN2CCN(CCN(CCN(CC2)CC(=O)O)CC(=O)O)CC(=O)O)C=C1 2,2',2''-(10-(4-methylbenzyl)-1,4,7,10-tetraazacyclododecane-1,4,7-triyl)triacetic acid